NC1=NC=C(C=2N=C(N=CC21)NC2CCC(CC2)O)C2CCCC2 (1R,4R)-4-((5-amino-8-cyclopentylpyrido[4,3-d]pyrimidin-2-yl)amino)cyclohexan-1-ol